tert-butyl (4-((3-aminopropyl)sulfonyl)butyl)carbamate NCCCS(=O)(=O)CCCCNC(OC(C)(C)C)=O